5-oxo-4,5-dihydrothieno[3,2-c]isoquinoline-2-carboxylic acid methyl ester COC(=O)C1=CC=2NC(C=3C=CC=CC3C2S1)=O